(1-(5-aminopyridin-3-yl)-1H-pyrrolo[2,3-b]pyridin-5-yl)(4,4-difluoropiperidin-1-yl)methanone NC=1C=C(C=NC1)N1C=CC=2C1=NC=C(C2)C(=O)N2CCC(CC2)(F)F